1-(3-ethoxy-4-methyl-1-phenyl-1H-pyrazol-5-yl)-3-((3s,4r)-4-(4-fluorophenyl)-1-(2-methoxyethyl)pyrrolidin-3-yl)urea C(C)OC1=NN(C(=C1C)NC(=O)N[C@@H]1CN(C[C@H]1C1=CC=C(C=C1)F)CCOC)C1=CC=CC=C1